C(#N)CS cyanomethyl mercaptan